O=C1N(C(C(N1)CC1=CC=NC=C1)=O)C1CC2(CC(C2)OC2=NC=CC=C2C(=O)N)C1 2-{[(αR)-6-{2,5-dioxo-4-[(pyridin-4-yl)methyl]imidazolidin-1-yl}spiro[3.3]heptan-2-yl]oxy}pyridine-3-carboxamide